C([C@@H]([C@H](C(=O)C(=O)C(=O)[O-])O)O)O The molecule is a dioxo monocarboxylic acid anion that is the conjugate base of 2,3-diketogulonic acid, and the major species at pH 7.3. It has a role as a human metabolite. It is a dioxo monocarboxylic acid anion, a hydroxy monocarboxylic acid anion and a carbohydrate acid anion. It is a conjugate base of a 2,3-diketogulonic acid.